FC(C=1C=C(C(=O)N[C@H](C)C=2C(=NC=CN2)N2N=CC(=C2)C(=O)N(C)C)C=C(C1)C(F)(F)F)(F)F |r| (rac)-1-(3-{1-[3,5-Bis(trifluoromethyl)benzamido]ethyl}pyrazin-2-yl)-N,N-dimethyl-1H-pyrazole-4-carboxamide